FC1=C2C=C(NC2=C(C=C1)F)C(=O)N(C)[C@H](C(=O)N[C@H](C(=O)C=1SC2=C(N1)C=C(C=C2)F)C[C@H]2C(NCC2)=O)CC(C)C 4,7-Difluoro-N-((S)-1-(((S)-1-(5-fluorobenzo[d]thiazol-2-yl)-1-oxo-3-((S)-2-oxopyrrolidin-3-yl)propan-2-yl)amino)-4-methyl-1-oxopentan-2-yl)-N-methyl-1H-indole-2-carboxamide